6-benzyloxy-3-bromo-N-[5-(methoxymethoxy)-2-methyl-phenyl]pyrazin-2-amine C(C1=CC=CC=C1)OC1=CN=C(C(=N1)NC1=C(C=CC(=C1)OCOC)C)Br